C(C=C)(=O)N1[C@H](CN(C[C@H]1C)C1=NC(N2C3=C(C=C(C=C13)C(F)(F)F)S(C[C@H](C2)OC2=NC=CC=C2)C2CCC(CC2)(F)F)=O)C (S)-8-((3S,5R)-4-acryloyl-3,5-dimethylpiperazin-1-yl)-l-1-(4,4-difluorocyclohexyl)-3-(pyridin-2-yloxy)-10-(trifluoromethyl)-3,4-dihydro-2H,6H-[1,4]thiazepino[2,3,4-ij]quinazolin-6-one